N-(1-methyl-3-(6-(methylthio)-4-((tetrahydro-2H-pyran-4-yl)methoxy)pyridin-2-yl)-1H-pyrrolo[2,3-c]pyridin-5-yl)acetamide CN1C=C(C=2C1=CN=C(C2)NC(C)=O)C2=NC(=CC(=C2)OCC2CCOCC2)SC